C(C)(C)(C)OC(=O)N1CCC(CC1)OS(=O)(=O)C.BrC=1C=C2C=CN(C2=C(C1)C)C1CCN(CC1)C(=O)OC(C)(C)C tert-Butyl 4-(5-bromo-7-methyl-1H-indol-1-yl)piperidine-1-carboxylate tert-Butyl-4-[(methanesulfonyl)oxy]piperidine-1-carboxylate